Cl[N-]S(=O)(=O)C(C)(C)C.[Na+] Natrium chloro(tert-butylsulfonyl)amid